C1(CC1)CC(=O)NC(C(=O)O)CCN(CCCCC1=NC=2NCCCC2C=C1)CCOC1=CC=CC=C1 2-[(2-cyclopropylacetyl)amino]-4-[2-phenoxyethyl-[4-(5,6,7,8-tetrahydro-1,8-naphthyridin-2-yl)butyl]amino]butanoic acid